4-(4'-(pyridin-4-yl)-[1,1'-biphenyl]-4-yl)-1H-1,2,3-triazole-5-carboxylic acid N1=CC=C(C=C1)C1=CC=C(C=C1)C1=CC=C(C=C1)C=1N=NNC1C(=O)O